2-((8-fluoro-6-quinolinyl)methyl)pyrazine-2,3-diamine FC=1C=C(C=C2C=CC=NC12)CC1(NC=CN=C1N)N